C(#N)[C@H]1N([C@H]2C[C@H]2C1)C(CNC(=O)C1=CC(=NC2=CC(=CC=C12)F)C)=O N-(2-((1S,3S,5S)-3-Cyano-2-azabicyclo[3.1.0]hexan-2-yl)-2-oxoethyl)-7-fluoro-2-methylquinoline-4-carboxamide